CC1=C(C(=O)N)C(=CC=C1)C 2,6-dimethylbenzamide